BrC=1C=CC(=NC1[C@H]1N(CCC1)C)NC(=O)C1CC1 (S)-N-(5-bromo-6-(1-methylpyrrolidin-2-yl)pyridin-2-yl)cyclopropanecarboxamide